O=C1N(C2=CC=CN=C2CC1)CC(=O)N 2-(2-oxo-3,4-dihydro-1,5-naphthyridin-1(2H)-yl)acetamide